CC(C#CC=1C=C(C=C2C(=NNC12)N)C1=CC(=NC=C1)NC=1N=CN(C1)C1OCCCC1)(C)C 7-(3,3-dimethylbut-1-yn-1-yl)-5-(2-((1-(tetrahydro-2H-pyran-2-yl)-1H-imidazol-4-yl)amino)pyridin-4-yl)-1H-indazol-3-amine